(11Z,14Z)-icosa-11,14-dienoic acid C(CCCCCCCCC\C=C/C\C=C/CCCCC)(=O)O